7-chloro-1,2-dihydro-2,6-naphthyridin-1-one ClC1=NC=C2C=CNC(C2=C1)=O